N2-(tert-butyl)-N8-(3-chloro-5-fluorophenyl)-9-(piperidin-4-yl)-9H-purine-2,8-diamine C(C)(C)(C)NC1=NC=C2N=C(N(C2=N1)C1CCNCC1)NC1=CC(=CC(=C1)F)Cl